(3,5-dibromo-2-{[5-bromo-2-(3-chloro-pyridin-2-yl)-2H-pyrazole-3-carbonyl]-amino}-benzoyl)-N'-methyl-hydrazinecarboxylic acid methyl ester COC(=O)N(NC)C(C1=C(C(=CC(=C1)Br)Br)NC(=O)C=1N(N=C(C1)Br)C1=NC=CC=C1Cl)=O